COC(C1=CC(=C(C=C1)OC)S(N)(=O)=O)=O.C1(CC1)NC(C1=C(C=C(C=C1OC)C1=CN=C2N1C=CC(=C2)C2N(CC2)C)OC(F)F)=O N-cyclopropyl-2-(difluoromethoxy)-6-methoxy-4-[7-(1-methylazetidin-2-yl)imidazo[1,2-a]pyridin-3-yl]benzamide methyl-4-methoxy-3-sulfamoyl-benzoate